CC1(CCN(CC1)C1=NC=2C(=NC=C(N2)SC2=CC=NC3=C(C=CC=C23)C(F)(F)F)N1)N 4-methyl-1-(5-((8-(trifluoromethyl)quinolin-4-yl)thio)-1H-imidazo[4,5-b]pyrazin-2-yl)piperidin-4-amine